OC1(COC1)C1=CC=CC(=N1)CN1N=NC(=C1)C1=C2C(=NC(=C1)C=1C(=C(C#N)C=CC1)C)NC=N2 3-(7-(1-((6-(3-Hydroxyoxetan-3-yl)pyridin-2-yl)methyl)-1H-1,2,3-triazol-4-yl)-3H-Imidazo[4,5-b]pyridin-5-yl)-2-methylbenzonitrile